tert-butyl (4-amino-3-(octyloxy)benzyl)carbamate NC1=C(C=C(CNC(OC(C)(C)C)=O)C=C1)OCCCCCCCC